FC(S(=O)(=O)OC=1C(=CC2=CC=CC=C2C1)C(=O)OC)(F)F methyl 3-(trifluoromethylsulfonyloxy)-2-naphthoate